3-[4-(2-Azaspiro[3.3]heptan-6-ylcarbamoyl)phenyl]-1-sulfamoyl-pyrrole-2-carboxylic acid C1NCC12CC(C2)NC(=O)C2=CC=C(C=C2)C2=C(N(C=C2)S(N)(=O)=O)C(=O)O